COC=1C=C2C=NC(=NC2=CC1)C(F)(F)F 6-methoxy-2-(trifluoromethyl)quinazolin